BrC1=CC(=C(C(=C1C(=O)O)F)Cl)Cl 6-bromo-3,4-Dichloro-2-fluorobenzoic acid